(S)-(5-(3,5-difluorophenyl)-4,5-dihydro-1H-pyrazol-1-yl)(3-((5-(1-methyl-1H-pyrazol-5-yl)thiazol-2-yl)oxy)azetidin-1-yl)methanone FC=1C=C(C=C(C1)F)[C@@H]1CC=NN1C(=O)N1CC(C1)OC=1SC(=CN1)C1=CC=NN1C